NC1=C(C=C(N=N1)C1=C(C=CC=C1)O)N1CC2CCC(C1)N2C2=CC(=NC=C2)C#CC2CCC(CC2)N 2-(6-amino-5-(8-(2-(((1r,4r)-4-aminocyclohexyl)ethynyl)pyridin-4-yl)-3,8-diazabicyclo[3.2.1]octan-3-yl)pyridazin-3-yl)phenol